OCCNC(O[C@@H]1CC[C@H](CC1)C(N(C1=CC(=CC=C1)C=1C=NN(C1)C1CC1)C[C@@H]1CC[C@H](CC1)C1=CC(=C(C=C1)OC)C#N)=O)=O trans-4-(((trans-4-(3-Cyano-4-methoxyphenyl)cyclohexyl)methyl)(3-(1-cyclopropyl-1H-pyrazol-4-yl)phenyl)carbamoyl)cyclohexyl (2-hydroxyethyl)carbamate